di-(dodecyl-dithio)thiadiazole C(CCCCCCCCCCC)SSC1=C(N=NS1)SSCCCCCCCCCCCC